[Si](C1=CC=CC=C1)(C1=CC=CC=C1)(C(C)(C)C)OCC(O)[C@@H]1[C@@H]2CC[C@H](CN1C(=O)OCC1=CC=CC=C1)N2C(=O)OC(C)(C)C 3-benzyl 8-(tert-butyl) (1S,2S,5R)-2-(2-((tert-butyldiphenylsilyl) oxy)-1-hydroxyethyl)-3,8-diazabicyclo[3.2.1]octane-3,8-dicarboxylate